C(C)OC1CN(C1)C=1SC2=C(N1)C=CC(=C2)N2C=C(C(C=C2C2=CC(=C(C=C2)N2C[C@@H](CC2)OC)F)=O)C(=O)O (R)-1-(2-(3-ethoxyazetidin-1-yl)benzo[d]thiazol-6-yl)-6-(3-fluoro-4-(3-methoxypyrrolidin-1-yl)phenyl)-4-oxo-1,4-dihydropyridin-3-carboxylic acid